FC12CCC(CC1)(CC2)NCCCCCCCNC2=C1C(N(C(=NC1=CC=C2)C)C2C(NC(CC2)=O)=O)=O 3-(5-((7-((4-fluorobicyclo[2.2.2]octan-1-yl)amino)heptyl)amino)-2-methyl-4-oxoquinazoline-3(4H)-yl)piperidine-2,6-dione